methyl 6-chloro-3-[[(1R)-1-(2-ethylsulfinyl-6-methyl-4-oxo-chromen-8-yl)ethyl]amino]pyridine-2-carboxylate ClC1=CC=C(C(=N1)C(=O)OC)N[C@H](C)C=1C=C(C=C2C(C=C(OC12)S(=O)CC)=O)C